trans-stilbene oxide C1C=CC([C@H]2O[C@@H]2C2C=CC=CC=2)=CC=1